(M)-4-[(2S,5R)-2,5-dimethyl-4-prop-2-enoyl-piperazin-1-yl]-6-fluoro-7-(2-fluoro-5-methyl-phenyl)-1-(2-isopropyl-4-methyl-3-pyridyl)pyrido[2,3-d]pyrimidin-2-one C[C@@H]1N(C[C@H](N(C1)C(C=C)=O)C)C=1C2=C(N(C(N1)=O)C=1C(=NC=CC1C)C(C)C)N=C(C(=C2)F)C2=C(C=CC(=C2)C)F